COC(=O)C=1C=CC2=C(N(C(=N2)CC2=C(C=C(C=C2)Br)[N+](=O)[O-])CCOC)C1 2-(4-bromo-2-nitrobenzyl)-1-(2-methoxyethyl)-1H-benzo[d]Imidazole-6-carboxylic acid methyl ester